COCON1[C@@H]2CC[C@H](N(C1=O)C2)C(=O)N (2S,5R)-6-methoxymethyloxy-7-oxo-1,6-diazabicyclo[3.2.1]octane-2-carboxamide